L-2-diethylaminochloroethane hydrochloride Cl.C(C)N(CCCl)CC